2-(3,5-dichloro-4-((5-isopropyl-6-oxo-1,6-dihydropyridazin-3-yl)oxy)phenyl)-(hydroxymethyl)-1,2,4-triazine-3,5(2h,4h)-dione ClC=1C=C(C=C(C1OC1=NNC(C(=C1)C(C)C)=O)Cl)N1N=CC(N(C1=O)CO)=O